Tert-butyl (S)-2-(3-(1-octyl-1H-indol-3-yl)-1,2,4-oxadiazol-5-yl)pyrrolidine-1-carboxylate C(CCCCCCC)N1C=C(C2=CC=CC=C12)C1=NOC(=N1)[C@H]1N(CCC1)C(=O)OC(C)(C)C